C(C)OC(=O)C1=C(N=C(N1C[C@H]1OCC1)Br)F (S)-2-bromo-4-fluoro-1-(oxetan-2-ylmethyl)-1H-imidazole-5-carboxylic acid ethyl ester